4-(4-{[4-Fluoro-2-(trifluoromethyl)phenoxy]methyl}-3-methoxyphenyl)-2H,4H,5H,6H,7H-pyrazolo[3,4-b]pyridin-6-one FC1=CC(=C(OCC2=C(C=C(C=C2)C2C=3C(NC(C2)=O)=NNC3)OC)C=C1)C(F)(F)F